bis-{4-(benzotriazole-2-yl)phenyl}-{4-(naphthalene-2-yl)phenyl}amine N=1N(N=C2C1C=CC=C2)C2=CC=C(C=C2)N(C2=CC=C(C=C2)C2=CC1=CC=CC=C1C=C2)C2=CC=C(C=C2)N2N=C1C(=N2)C=CC=C1